6-chloro-7-(1H-pyrazol-1-yl)-1H-indole ClC1=CC=C2C=CNC2=C1N1N=CC=C1